1,2,3,4-butanetetracarboxylic acid tetrakis(4-isopropylcyclohexylamide) C(C)(C)C1CCC(CC1)NC(=O)CC(C(CC(=O)NC1CCC(CC1)C(C)C)C(=O)NC1CCC(CC1)C(C)C)C(=O)NC1CCC(CC1)C(C)C